C1=CC=C(C=C1)C(=O)C2=CC=CC(=C2N)CC(=O)N The molecule is a monocarboxylic acid amide that is amfenac in which the carboxylic acid group has been converted into the corresponding carboxamide. It is a prodrug for amfenac, used in eye drops to treat pain and inflammation following cataract surgery. It has a role as a prodrug, a cyclooxygenase 2 inhibitor, a cyclooxygenase 1 inhibitor, a non-steroidal anti-inflammatory drug and a non-narcotic analgesic.